8-(2-amino-6-((R)-1-(4'-amino-5-chloro-[1,1'-biphenyl]-2-yl)-2,2,2-trifluoroethoxy)pyrimidin-4-yl)-2,8-diazaspiro[4.5]decane-3-carboxylic acid NC1=NC(=CC(=N1)N1CCC2(CC(NC2)C(=O)O)CC1)O[C@@H](C(F)(F)F)C1=C(C=C(C=C1)Cl)C1=CC=C(C=C1)N